4-chloro-2-methoxy-N-[(1s,4s)-4-{[2-(trifluoromethyl)quinolin-4-yl]amino}cyclohexyl]benzamide ClC1=CC(=C(C(=O)NC2CCC(CC2)NC2=CC(=NC3=CC=CC=C23)C(F)(F)F)C=C1)OC